8-(5-((4-(6-Phenylimidazo[1,2-a]pyridin-3-yl)pyrimidin-2-yl)amino)pyridin-2-yl)-2,8-diazaspiro[4.5]decan-1-one C1(=CC=CC=C1)C=1C=CC=2N(C1)C(=CN2)C2=NC(=NC=C2)NC=2C=CC(=NC2)N2CCC1(CCNC1=O)CC2